(E)-N-(3-methoxy-2-(trifluoromethyl)benzylidene)-2-methylpropane-2-sulfinamide COC=1C(=C(\C=N\S(=O)C(C)(C)C)C=CC1)C(F)(F)F